[[2-[2-(hydroxymethyl)phenyl]sulfanyl-4-(trifluoromethyl)phenyl]methyl]-2-methyl-propane-2-sulfinamide OCC1=C(C=CC=C1)SC1=C(C=CC(=C1)C(F)(F)F)CCC(C)(S(=O)N)C